6-(4-((4-amino-2-oxopyrimidin-1(2H)-yl)methyl)-1H-1,2,3-triazol-1-yl)hexanoic acid ethyl ester C(C)OC(CCCCCN1N=NC(=C1)CN1C(N=C(C=C1)N)=O)=O